N=1N(N=CC1)C1=C(C=C(C=N1)NC(C1=C(C=C(C(=C1)F)C1=C(C=NC=C1[N+](=O)[O-])Br)Cl)=O)C(F)(F)F N-(6-(2H-1,2,3-triazol-2-yl)-5-(trifluoromethyl)pyridin-3-yl)-4-(3-bromo-5-nitropyridine-4-yl)-2-chloro-5-fluorobenzamide